methyl 4-oxo-2-(2-oxo-2-(o-tolyl) ethyl)-4-phenylbutyrate O=C(CC(C(=O)OC)CC(C1=C(C=CC=C1)C)=O)C1=CC=CC=C1